ClC1=CC2=C(C=C3N2C(=NN(C3=O)CC(=O)NC=3C=NC(=CC3)F)C(C)C)S1 2-(2-Chloro-5-isopropyl-8-oxothieno[2',3':4,5]pyrrolo[1,2-d][1,2,4]triazin-7(8H)-yl)-N-(6-fluoropyridin-3-yl)acetamide